tert-butyl 5-(3-chloro-5-(1-(tetrahydro-2H-pyran-2-yl)-1H-1,2,4-triazol-3-yl)phenyl)-2,3-dihydro-4H-1,4-oxazine-4-carboxylate ClC=1C=C(C=C(C1)C1=NN(C=N1)C1OCCCC1)C=1N(CCOC1)C(=O)OC(C)(C)C